1-(4-(3-(3-(difluoromethyl)phenyl)-1-tosyl-1H-pyrrolo[2,3-b]pyridin-5-yl)benzyl)piperidin-3-ol FC(C=1C=C(C=CC1)C1=CN(C2=NC=C(C=C21)C2=CC=C(CN1CC(CCC1)O)C=C2)S(=O)(=O)C2=CC=C(C)C=C2)F